9,9-dimethyl-6-(neopentyloxy)-2-(piperazin-1-ylmethyl)-9,10-dihydroacridine CC1(C2=CC=C(C=C2NC=2C=CC(=CC12)CN1CCNCC1)OCC(C)(C)C)C